ClC=1N=NC(=CC1C(=O)N[C@H]1[C@H](CC2=CC=CC=C12)O)Cl |o1:10,11| rel-3,6-dichloro-N-[(1R,2S)-2-hydroxy-2,3-dihydro-1H-inden-1-yl]pyridazine-4-carboxamide